2,2-bis(4-cyanophenyl)-propane C(#N)C1=CC=C(C=C1)C(C)(C)C1=CC=C(C=C1)C#N